tert-butyl 2-[1-[3-(2,6-dibenzyloxy-3-pyridyl)-1-methyl-indazol-6-yl]-4-hydroxy-4-piperidyl]acetate C(C1=CC=CC=C1)OC1=NC(=CC=C1C1=NN(C2=CC(=CC=C12)N1CCC(CC1)(O)CC(=O)OC(C)(C)C)C)OCC1=CC=CC=C1